ClC=1C=NN(C(C1C#N)=O)CC(=O)O 2-(4-chloro-5-cyano-6-oxo-pyridazin-1-yl)acetic acid